10-(4-(tert-butyl)phenyl)-3,7-dimethoxy-10H-phenothiazine C(C)(C)(C)C1=CC=C(C=C1)N1C2=CC=C(C=C2SC=2C=C(C=CC12)OC)OC